NC1CCN(CC1)CC(=O)O 2-(4-aminopiperidin-1-yl)acetic acid